3-hydroxy-2,2,4,4-tetramethylcyclobutan-1-one oxime OC1C(C(C1(C)C)=NO)(C)C